C(CCC)N(C(S)=S)CCCC N,N-dibutyldithiocarbamic acid